C(C=C)(=O)N[C@@H]1CCC=C(C1)C1=C2C(=C(NC2=C(C(=C1F)F)C(=O)N)C)Cl (R)-4-(5-acrylamidocyclohex-1-en-1-yl)-3-chloro-5,6-difluoro-2-methyl-1H-indole-7-carboxamide